6-Fluoro-4-(hydroxymethyl)-2,2-dimethyl-2,3-dihydrobenzofuran-7-carbonitrile FC1=C(C2=C(CC(O2)(C)C)C(=C1)CO)C#N